N1(CCNCC1)CC(=O)O 2-(piperazin-1-yl)-acetic acid